CC=1C(=C(C=CC1)C1=NC=CC2=CC=CC=C12)F {(methyl)(fluoro)phenyl}isoquinoline